C(C)(C)(C)OC(=O)N1CC(C1)CN1C(C(=NC2=CC(=C(C=C12)Cl)Br)OCCN(C)C)=O 3-((6-bromo-7-chloro-3-(2-(dimethylamino)ethoxy)-2-oxoquinoxalin-1(2H)-yl)methyl)azetidine-1-carboxylic acid tert-butyl ester